N-(3-aminopropyl)-4-[[2-chloro-6-[4-[4-[(4R)-4-amino-2-oxo-pyrrolidin-1-yl]phenyl]sulfonylpiperazin-1-yl]-4-pyridyl]-difluoro-methyl]norbornane-1-carboxamide NCCCNC(=O)C12CCC(CC1)(C2)C(F)(F)C2=CC(=NC(=C2)N2CCN(CC2)S(=O)(=O)C2=CC=C(C=C2)N2C(C[C@H](C2)N)=O)Cl